7-bromo-6-fluoroquinazoline-2,4-diol BrC1=C(C=C2C(=NC(=NC2=C1)O)O)F